{2-[(4R)-4-[2-(dimethylamino)ethoxy]-3,3-difluoro-piperidin-1-yl]pyrimidin-4-yl}-8-[(2R,3S)-3-(methanesulfonyl-methyl)-2-methylazetidin-1-yl]-5-(propan-2-yl)isoquinolin-3-amine CN(CCO[C@H]1C(CN(CC1)C1=NC=CC(=N1)C1=NC(=CC2=C(C=CC(=C12)N1[C@@H]([C@H](C1)CS(=O)(=O)C)C)C(C)C)N)(F)F)C